COC=1C=C2C(=NC1C1C(CC3=CC=CC=C13)O)C(=NN2)C=2C=NN(C2)C (6-methoxy-3-(1-methyl-1H-pyrazol-4-yl)-1H-pyrazolo[4,3-b]pyridin-5-yl)-2,3-dihydro-1H-inden-2-ol